IC1=NN(C2=NC(=CN=C21)N2C[C@H]1C([C@H]1C2)(C=2SC=C(N2)C)CNC(OC(C)(C)C)=O)C2OCCCC2 tert-butyl (((1R,5S,6r)-3-(3-iodo-1-(tetrahydro-2H-pyran-2-yl)-1H-pyrazolo[3,4-b]pyrazin-6-yl)-6-(4-methylthiazol-2-yl)-3-azabicyclo[3.1.0]hexan-6-yl)methyl)carbamate